Cl.Cl.Cl.C(C)(C)OC(CC)=O propanoic acid isopropyl ester trihydrochloride